9-[4-(3,4-dichlorophenoxy)phenyl]-3,4,6,7,8,9-hexahydropyrido[2,1-c][1,2,4]thiadiazine 2,2-dioxide ClC=1C=C(OC2=CC=C(C=C2)C2CCCN3C2=NS(CC3)(=O)=O)C=CC1Cl